NC1=CC=CC(=N1)S(=O)(=O)NC(=O)C=1C(=NC(=C(C1)F)OC(C)C1CCCCC1)N1C(C[C@@H](C1)C)(C)C N-[(6-Amino-2-pyridyl)sulfonyl]-6-(1-cyclohexylethoxy)-5-fluoro-2-[(4S)-2,2,4-trimethylpyrrolidin-1-yl]pyridin-3-carboxamid